BrC=1SC(=C(N1)C)OC1=C(C=C(C=N1)N1N=CN(C1=O)CC1=C(C=CC=C1F)F)F 2-[6-(2-bromo-4-methyl-thiazol-5-yl)oxy-5-fluoro-3-pyridinyl]-4-[(2,6-difluorophenyl)methyl]-1,2,4-triazol-3-one